CC1=CC=C2C=C(NC2=C1)C=O 6-METHYL-1H-INDOLE-2-CARBALDEHYDE